CN1CCC(CC1)C(=O)NC1=NN(C2=CC=C(C=C12)C=1C=NN(C1)C(=O)OC(C)(C)C)C(C1=CC=CC=C1)(C1=CC=CC=C1)C1=CC=CC=C1 tert-Butyl 4-(3-{[(1-methylpiperidin-4-yl)carbonyl]amino}-1-trityl-1H-indazol-5-yl)-1H-pyrazole-1-carboxylate